CC1(CC(=NC=C1)C1=NC=CC=C1)C 4,4-Dimethyl-2,2-bipyridin